OC(=O)C(F)(F)F.C(C)(=O)O.N1(CCC12CNC2)C(=O)OC methyl 1,6-diazaspiro[3.3]heptane-1-carboxylate acetate TFA salt